4-(Methylsulfonyl)-N-(6-morpholinopyridin-2-yl)-2-(6-azaspiro[2.5]octan-6-yl)benzamide CS(=O)(=O)C1=CC(=C(C(=O)NC2=NC(=CC=C2)N2CCOCC2)C=C1)N1CCC2(CC2)CC1